C(C(C)(C)C)(=O)N1CCC(CC1)N1N=CC=C1 1-(1-pivaloylpiperidin-4-yl)-1H-pyrazol